ClC1=C2C(=NC(=C1)C)N=C(N2)C(=O)N2[C@@H](C=1C=CC=NC1CC2)C (R)-(7-Chloro-5-methyl-1H-imidazo[4,5-b]pyridin-2-yl)(5-methyl-7,8-dihydro-1,6-naphthyridin-6(5H)-yl)methanone